dibromotriphenyl-phosphane BrC=1C(=C(C=CC1)P(C1=CC=CC=C1)C1=CC=CC=C1)Br